methyl N-[5-[4-ethyl-6-[(4-fluorophenyl)-(methoxymethyl)carbamoyl]benzimidazol-1-yl]-2-pyridyl]carbamate C(C)C1=CC(=CC=2N(C=NC21)C=2C=CC(=NC2)NC(OC)=O)C(N(COC)C2=CC=C(C=C2)F)=O